FC(C(=O)N1CC(C1)N1N=C(C2=NC=CC(=C21)C=2C=NC(=NC2)C)C2=CC=C(C=C2)C(F)(F)F)=C 2-fluoro-1-(3-(7-(2-methylpyrimidin-5-yl)-3-(4-(trifluoromethyl)phenyl)-1H-pyrazolo[4,3-b]pyridin-1-yl)azetidin-1-yl)prop-2-en-1-one